FC=1C=C(C=CC1CC1=C(C=NC2=CC(=C(C=C12)OC)OC)F)NC(OC(C)(C)C)=O tert-butyl N-[3-fluoro-4-[(3-fluoro-6,7-dimethoxy-4-quinolyl)methyl]phenyl]carbamate